4-amino-1-cyclopropyl-6-(trifluoromethyl)pyrimidin-2-one NC1=NC(N(C(=C1)C(F)(F)F)C1CC1)=O